4-fluorophenyl morpholine-4-carbodithioate N1(CCOCC1)C(=S)SC1=CC=C(C=C1)F